C(C)(CC)C1=C(C=CC)C=CC=C1 ortho-sec-butyl-(methyl)styrene